OCC1(CC1)N(C(=O)C1=NNC2=C1CN(CC2)C(=O)OC(C)(C)C)C tert-butyl 3-((1-(hydroxymethyl)cyclopropyl)(methyl)carbamoyl)-1,4,6,7-tetrahydro-5H-pyrazolo[4,3-c]pyridine-5-carboxylate